3-pyrrolidinone, hydrochloride Cl.N1CC(CC1)=O